4-(6,8-diphenylimidazo[1,2-a]pyridin-2-yl)benzamide C1(=CC=CC=C1)C=1C=C(C=2N(C1)C=C(N2)C2=CC=C(C(=O)N)C=C2)C2=CC=CC=C2